7-fluoro-5-phenyl-N-[(6S)-4-methyl-5-oxo-7,8-dihydro-6H-pyrazolo[1,5-a][1,3]diazepin-6-yl]-6,7-dihydro-5H-pyrrolo[1,2-b][1,2,4]triazole-2-carboxamide FC1CC(N2N=C(N=C21)C(=O)N[C@@H]2C(N(C=1N(CC2)N=CC1)C)=O)C1=CC=CC=C1